tert-Butyl-(S,E)-2-((3-(7-(dimethylamino)-2-((dimethylcarbamoyl)oxy)-7-oxohept-5-enamido)-2-oxopyrazin-1(2H)-yl)methyl)-6-fluoro-4-neopentyl-1H-benzo[d]imidazol-1-carboxylat C(C)(C)(C)OC(=O)N1C(=NC2=C1C=C(C=C2CC(C)(C)C)F)CN2C(C(=NC=C2)NC([C@H](CC\C=C\C(=O)N(C)C)OC(N(C)C)=O)=O)=O